Resorcinol bis(diphenyl phosphate) C1=CC=C(C=C1)OP(=O)(OC2=CC=CC=C2)OC3=CC(=CC=C3)OP(=O)(OC4=CC=CC=C4)OC5=CC=CC=C5